trans-1,4-cyclohexanedicarboxylic acid dibutyl ester C(CCC)OC(=O)[C@@H]1CC[C@H](CC1)C(=O)OCCCC